[4-[(E)-2-ethoxyvinyl]phenyl]acetic acid C(C)O/C=C/C1=CC=C(C=C1)CC(=O)O